3',6'-diphenyl-9H-3,9'-bicarbazole C1(=CC=CC=C1)C=1C=CC=2N(C3=CC=C(C=C3C2C1)C1=CC=CC=C1)C=1C=CC=2NC3=CC=CC=C3C2C1